FC=1C=C2C=NN(C2=C(C1)C(=O)O)CC=1SC(=CC1)C1=CC=CC=C1 5-fluoro-1-((5-phenylthiophen-2-yl)methyl)-1H-indazole-7-carboxylic acid